ClC=1C(=C(C=2N(C(C(=CN2)CCC)=O)C1)OC(C)C)C=1C=NC=CC1 7-Chloro-8-(pyridine-3-yl)-9-isopropoxy-3-propyl-4H-pyrido[1,2-a]pyrimidin-4-one